CS(=O)(=O)C1=CC=C(CNC(=O)C=2C(N(C(=C(C2)C(=O)N(N)C(C)=O)C)C2=CC(=CC=C2)C(F)(F)F)=O)C=C1 5-(N1-acetyl-hydrazinocarbonyl)-6-methyl-2-oxo-1-(3-trifluoromethyl-phenyl)-1,2-dihydro-pyridine-3-carboxylic acid 4-methanesulfonyl-benzylamide